2-[[5-cyclopropyl-4-(2,5-dihydrofuran-3-yl)imidazol-1-yl]methoxy]ethyl-trimethyl-silane C1(CC1)C1=C(N=CN1COCC[Si](C)(C)C)C=1COCC1